Anthracen-diamin C=1(C(=CC=C2C=C3C=CC=CC3=CC12)N)N